FC=CCF 1,3-difluoropropylene